N1=NO1 azo oxide